(R)-4-(8-methyl-3-(3-methyl-1,2,4-thiadiazol-5-yl)-5,6,7,8-tetrahydro-[1,2,4]triazolo[4,3-a]pyrazine-7-carbonyl)benzonitrile C[C@@H]1C=2N(CCN1C(=O)C1=CC=C(C#N)C=C1)C(=NN2)C2=NC(=NS2)C